4-Bromo-N-(2-methoxyethyl)-N-methylthiazol-2-amine BrC=1N=C(SC1)N(C)CCOC